OC(CC(=O)O)C 3-hydroxy-butanoic acid